1,2-bis-triethoxysilylpropane C(C)O[Si](CC(C)[Si](OCC)(OCC)OCC)(OCC)OCC